O[C@H]1COCC[C@@H]1NC(C1=NC(=C(C(=C1)CC=1C=NC(=CC1)C1=NN(C=C1)C)C)N1N=CC=C1)=O N-((3R,4S)-3-hydroxytetrahydro-2H-pyran-4-yl)-5-methyl-4-((6-(1-methyl-1H-pyrazol-3-yl)pyridin-3-yl)methyl)-6-(1H-pyrazol-1-yl)picolinamide